CCCCCCCCCCCCCCCCCC(=O)OC[C@H](COP(=O)(O)OC[C@H](CO)O)OC(=O)CCCCCCCCC/C=C\C/C=C\CCCCC 1-octadecanoyl-2-(11Z,14Z-eicosadienoyl)-glycero-3-phospho-(1'-sn-glycerol)